C1CCCC2CCCCC12 decahydro-naphthalene